C(C)N1C[C@@H]([C@H](CC1)C)OC=1C=C2CN(C(C2=CC1)=O)[C@@H]1C(NC(CC1)=O)=O (S)-3-(5-(((3R,4S)-1-ethyl-4-methylpiperidin-3-yl)oxy)-1-oxoisoindolin-2-yl)piperidine-2,6-dione